2-(isoquinolin-4-yl)-9H-xanthen-9-one C1=NC=C(C2=CC=CC=C12)C1=CC=2C(C3=CC=CC=C3OC2C=C1)=O